CN(C1=NC=CC(=C1)OC1=CC(=C(C=C1)NC1=NC=NC2=CC(=C(C=C12)NC1CCN(CC1)C(C=C)=O)OC)F)C 1-(4-((4-((4-((2-(dimethylamino)pyridin-4-yl)oxy)-2-fluorophenyl)amino)-7-methoxyquinazolin-6-yl)amino)piperidin-1-yl)prop-2-en-1-one